C(C)(C)(C)C=1C=CC(=C(C1)C1=CC=CC=C1)NC1=CC=CC2=C1SC1=C2C=C2C(CCC(C2=C1)(C)C)(C)C N-(5-(tert-butyl)-[1,1'-biphenyl]-2-yl)-7,7,10,10-tetramethyl-7,8,9,10-tetrahydrobenzo[b]naphtho[2,3-d]thiophen-4-amine